3-(5,5-dimethyl-1,3-dioxan-2-yl)-5-fluoro-4-hydroxy-N-(4-(pyrrolidin-1-yl)phenethyl)benzamide CC1(COC(OC1)C=1C=C(C(=O)NCCC2=CC=C(C=C2)N2CCCC2)C=C(C1O)F)C